C(C1=CC=CC=C1)(=O)N1CCOC2(C1)C=C(C(C(C2)(C)C)=O)C#N 4-benzoyl-10,10-dimethyl-9-oxo-1-oxa-4-azaspiro[5.5]undec-7-ene-8-carbonitrile